perfluoro-1,6-hexandiol FC(C(C(C(C(C(O)(F)F)(F)F)(F)F)(F)F)(F)F)(O)F